F[C@H]1CN(CC1)C(=O)C=1C=C2C(=NC1)N(C=C2)C2=CC=C(C#N)C=C2 (R)-4-(5-(3-fluoropyrrolidine-1-carbonyl)-1H-pyrrolo[2,3-b]pyridin-1-yl)benzonitrile